COC(\C=C\C=1SC(=CC1OCC)B1OC(C(O1)(C)C)(C)C)=O.BrCC=1C(=NOC1C1CC1)C1=C(C=CC=C1Cl)Cl 4-(bromomethyl)-5-cyclopropyl-3-(2,6-dichlorophenyl)isoxazole Methyl-(E)-3-(3-ethoxy-5-(4,4,5,5-tetramethyl-1,3,2-dioxaborolan-2-yl)thiophen-2-yl)acrylate